ClC1=CC=C(C=C1)C1=NN(CCC1C1=CC=CC=C1)\C(\NCC(=O)N)=N/S(=O)(=O)C1=CC=C(C=C1)Cl (Z)-2-(3-(4-chlorophenyl)-N'-((4-chlorophenyl)sulfonyl)-4-phenyl-1,4,5,6-tetrahydropyridazine-1-carboximidamido)acetamide